(3S,4S)-1-Cyclopropylmethyl-4-{[5-(2,4-difluoro-phenyl)-isoxazole-3-carbonyl]-amino}-piperidine-3-carboxylic acid [1-(2-hydroxy-phenyl)-cyclopropyl]-amide OC1=C(C=CC=C1)C1(CC1)NC(=O)[C@H]1CN(CC[C@@H]1NC(=O)C1=NOC(=C1)C1=C(C=C(C=C1)F)F)CC1CC1